6-((3-chloro-2-((diphenylmethylene)amino)pyridin-4-yl)oxy)pyridin-3-yl-6-(4-fluorophenyl)-2-isopropyl-5-oxo-2,5-dihydropyridazine-4-carboxamide ClC=1C(=NC=CC1OC1=CC=C(C=N1)C=1N(N=C(C(C1C(=O)N)=O)C1=CC=C(C=C1)F)C(C)C)N=C(C1=CC=CC=C1)C1=CC=CC=C1